1-(9-(4-fluorobenzyl)-1-methyl-β-carbolin-6-yl)-3-(4-fluorophenyl)thiourea FC1=CC=C(CN2C3=CC=C(C=C3C=3C=CN=C(C23)C)NC(=S)NC2=CC=C(C=C2)F)C=C1